N-((4,4-difluorocyclohexyl)(5-(1-(4,4-dimethyl-2-oxoimidazolidin-1-yl)-2-methoxyethyl)benzo[d]oxazol-2-yl)methyl)-4-methyl-1,2,5-oxadiazole-3-carboxamide FC1(CCC(CC1)C(NC(=O)C1=NON=C1C)C=1OC2=C(N1)C=C(C=C2)C(COC)N2C(NC(C2)(C)C)=O)F